C(CCCCCCC\C=C/C\C=C/CCCCC)NCCCCNCCCCCCCC\C=C/C\C=C/CCCCC N1,N4-di((9Z,12Z)-octadeca-9,12-dien-1-yl)butane-1,4-diamine